(S)-tert-Butyl (1-(5-amino-1-(2-methoxyethyl)-2-methyl-1H-benzo[d]imidazol-4-yl)pyrrolidin-2-yl)methylcarbamate NC1=C(C2=C(N(C(=N2)C)CCOC)C=C1)N1[C@@H](CCC1)CNC(OC(C)(C)C)=O